2-(7-(3-methyl-3-(methylamino)butyl)imidazo[1,2-a]pyrimidin-2-yl)-5-(2H-1,2,3-triazol-2-yl)phenol CC(CCC1=NC=2N(C=C1)C=C(N2)C2=C(C=C(C=C2)N2N=CC=N2)O)(C)NC